C1(CC1)N1N=CC=2C=NC(=C(C21)OC)N 1-Cyclopropyl-7-methoxy-1H-pyrazolo[4,3-c]pyridin-6-amine